O1C=NC(=C1)/C=C/C=1C=C(C(=O)OC)C=CC1 Methyl (E)-3-(2-(oxazol-4-yl)vinyl)benzoate